C(C)(C)(C)OC(NC1=CC(=CC=C1)C(C(C1=NN=CN1C)(F)F)(C)F)=O (3-(1,1,2-trifluoro-1-(4-methyl-4H-1,2,4-triazol-3-yl)propan-2-yl)phenyl)carbamic acid tert-butyl ester